FC1=C(C(=O)NCC2CCC(CC2)C2=NOC(=N2)C2=NC(=NC=C2)N2CCNCC2)C=C(C(=C1F)OCC1=CC=C(C=C1)OC)F 2,3,5-trifluoro-4-[(4-methoxyphenyl)methoxy]-N-{[(1r,4r)-4-{5-[2-(piperazin-1-yl)pyrimidin-4-yl]-1,2,4-oxadiazol-3-yl}cyclohexyl]methyl}benzamide